FC=1C=C(C=CC1F)C1C(C1)C(=O)NCC(=O)N[C@H](C(=O)N[C@H](CCC(=O)O)C(=O)OCC)C(C)C (4R)-4-((2S)-2-(2-(2-(3,4-difluorophenyl)cyclopropane-1-carboxamido)acetamido)-3-methylbutanamido)-5-ethoxy-5-oxopentanoic acid